3,3-Dimethyl-2-carbonyl-1-(2-(thiophene-3-yl)ethyl)indoline CC1(C(N(C2=CC=CC=C12)CCC1=CSC=C1)=C=O)C